N-{8-fluoro-2-methylimidazo[1,2-a]pyridin-6-yl}-2-methyl-4-[(3R)-3-(phenylamino)pyrrolidin-1-yl]indazole-7-carboxamide FC=1C=2N(C=C(C1)NC(=O)C1=CC=C(C3=CN(N=C13)C)N1C[C@@H](CC1)NC1=CC=CC=C1)C=C(N2)C